1-(5-(tert-butyl)-2-fluorophenyl)ethanone C(C)(C)(C)C=1C=CC(=C(C1)C(C)=O)F